C1(=CC=CC=C1)CCNC([C@@H](NC(=O)OCC1C2=CC=CC=C2C2=CC=CC=C12)CS)=O Fmoc-Cysteine phenylethylamide